7-((S)-sec-butoxy)-N-(1-((1R,2S)-2-fluorocyclopropyl)-2-oxo-1,2-dihydropyridin-3-yl)-2-(1-methyl-2-oxabicyclo[2.1.1]hexan-4-yl)imidazo[1,2-a]pyrimidine-6-carboxamide [C@H](C)(CC)OC1=NC=2N(C=C1C(=O)NC=1C(N(C=CC1)[C@H]1[C@H](C1)F)=O)C=C(N2)C21COC(C2)(C1)C